(6-((1H-pyrazol-1-yl)methyl)-4-methoxybenzo[d]isoxazol-3-yl)-3-(3-formylpyrrolidin-1-yl)benzenesulfonamide N1(N=CC=C1)CC1=CC2=C(C(=NO2)C2=C(C=CC=C2N2CC(CC2)C=O)S(=O)(=O)N)C(=C1)OC